3-methyl-1-(oxetan-3-yl)-1H-imidazo[4,5-c]cinnolin-2(3H)-one CN1C(N(C2=C1N=NC=1C=CC=CC21)C2COC2)=O